(3,5-di-tert-butyl-4-hydroxy-phenyl) propionate C(CC)(=O)OC1=CC(=C(C(=C1)C(C)(C)C)O)C(C)(C)C